3-{1-[3-(5-hydroxy-pyrimidin-2-yl)-benzyl]-6-oxo-1,6-dihydro-pyridazin-3-yl}-benzonitrile OC=1C=NC(=NC1)C=1C=C(CN2N=C(C=CC2=O)C=2C=C(C#N)C=CC2)C=CC1